methyl-4-bromo-7-methoxy-1H-indazole-6-carboxylate COC(=O)C1=CC(=C2C=NNC2=C1OC)Br